((4-fluorophenyl)(phenyl)methyl)pyridine FC1=CC=C(C=C1)C(C1=CC=CC=C1)C1=NC=CC=C1